[Si](C)(C)(C(C)(C)C)OC=1C=CC(=NC1)N 5-(tert-butyldimethylsilyloxy)pyridin-2-amine